CCCCCCCCCCCCCCCCCCC(=O)N[C@@H](CO[C@H]1[C@@H]([C@H]([C@@H]([C@H](O1)CO)O)O)O)[C@@H]([C@@H](CCCCCCCCCCC(C)C)O)O The molecule is an N-acyl-1-O-beta-D-glucosyl-4-hydroxy-15-methylhexadecasphinganine in which the acyl group has 19 carbons and 0 double bonds. It derives from a 15-methylhexadecaphytosphingosine.